(R)-2-(5-((1-(dibenzo[b,d]furan-3-yl)ethyl)amino)-2-(2-fluorophenyl)-6-oxopyrimidin-1(6H)-yl)acetic acid C1=CC(=CC=2OC3=C(C21)C=CC=C3)[C@@H](C)NC3=CN=C(N(C3=O)CC(=O)O)C3=C(C=CC=C3)F